[N+](=O)([O-])C=1C=C(C=CC1)C=1NC2=C(N1)C=CC(=C2)N 2-(3-nitrophenyl)-5-aminobenzimidazole